COC(=O)C1(CN(C1)C(=O)OC(C)(C)C)CC=C 3-allylazetidine-1,3-dicarboxylic acid 1-(tert-butyl) ester 3-methyl ester